Trimethylolpropane Trilaurate CCCCCCCCCCCC(=O)OCC(CC)(COC(=O)CCCCCCCCCCC)COC(=O)CCCCCCCCCCC